BrC=1C=C(C=CC1)C(C1=CC=C(C#N)C=C1)O 4-((3-bromophenyl)(hydroxy)methyl)benzonitrile